4-[[3-fluoro-2-methoxy-propyl]-[4-(5,6,7,8-tetrahydro-1,8-naphthyridin-2-yl)butyl]amino]-2-[[3,4,6-trifluoro-2-(trifluoromethyl)benzoyl]amino]butanoic acid FCC(CN(CCC(C(=O)O)NC(C1=C(C(=C(C=C1F)F)F)C(F)(F)F)=O)CCCCC1=NC=2NCCCC2C=C1)OC